((1s,3s)-3-hydroxy-3-methylcyclobutyl)(6-((1-methyl-1H-indazol-7-yl)methyl)-2-azaspiro[3.3]hept-2-yl)methanone OC1(CC(C1)C(=O)N1CC2(C1)CC(C2)CC=2C=CC=C1C=NN(C21)C)C